(R)-3-amino-N1-(tert-butyl)-N5-((S)-1-((naphthalen-1-ylmethyl)amino)-1-oxopropan-2-yl)pentanediamide 2,2,2-trifluoroacetate FC(C(=O)O)(F)F.N[C@@H](CC(=O)NC(C)(C)C)CC(=O)N[C@H](C(=O)NCC1=CC=CC2=CC=CC=C12)C